FC(OC1CC(C1)N(C)C1=C(C#N)C=CC=N1)F ((3-(difluoromethoxy)cyclobutyl)(methyl)amino)nicotinonitrile